C(#N)C1=C(C2=C(S1)C(=CC(=C2)F)C)CCNC2=CC(=NC=N2)C2=CC(=CS2)OCC 5-{6-[2-(2-Cyano-5-fluoro-7-methyl-benzo[b]thiophen-3-yl)-ethylamino]-pyrimidin-4-yl}-3-ethoxy-thiophen